trans-N-(4-aminocyclohexyl)acetamide N[C@@H]1CC[C@H](CC1)NC(C)=O